4-((R)-3-((cyclobutylmethyl)amino)piperidin-1-yl)-1-(1-(5-(5-(dimethyl-amino)pyridin-3-yl)-1,3,4-thiadiazol-2-yl)ethyl)pyridin-2(1H)-one C1(CCC1)CN[C@H]1CN(CCC1)C1=CC(N(C=C1)C(C)C=1SC(=NN1)C=1C=NC=C(C1)N(C)C)=O